4-((3-(cyclohexyloxy)phenyl)thio)-1H-1,2,3-triazole C1(CCCCC1)OC=1C=C(C=CC1)SC=1N=NNC1